FC=1C=C(C=CC1C1=NOC(=N1)C(F)(F)F)C(COC)=O 1-(3-fluoro-4-(5-(trifluoromethyl)-1,2,4-oxadiazol-3-yl)phenyl)-2-methoxyethan-1-one